N1=CC=C(C=C1)CCNC(CCC1=C(N(C2=CC=C(C=C12)C)C)C)=O N-(2-(pyridin-4-yl)ethyl)-3-(1,2,5-trimethyl-1H-indol-3-yl)propanamide